N[C@@H](C(=O)O)CC1=CC=C(C=C1)O (2R)-2-amino-3-(4-hydroxyphenyl)propionic acid